dimethyl-3-(1-methylimidazol-4-yl)-4-[[4-(trifluoromethyl)phenyl]methylamino]benzenesulfonamide CC=1C(=C(C(=C(C1)S(=O)(=O)N)C)C=1N=CN(C1)C)NCC1=CC=C(C=C1)C(F)(F)F